9-(4-chloro-2-fluoro-phenyl)-7-[(2S,4R)-2-(1-isopropyl-6-keto-3-pyridyl)tetrahydropyran-4-yl]-2,3-dimethyl-pyrazino[1,2-a]pyrimidin-4-one ClC1=CC(=C(C=C1)C1=NC(=CN2C1=NC(=C(C2=O)C)C)[C@H]2C[C@H](OCC2)C2=CN(C(C=C2)=O)C(C)C)F